2-((R)-2-benzylpyrrolidin-1-yl)-6-((2R,6R)-2,6-dimethylmorpholino)pyrimidin-4(3H)-one C(C1=CC=CC=C1)[C@@H]1N(CCC1)C1=NC(=CC(N1)=O)N1C[C@H](O[C@@H](C1)C)C